FC(C(C(F)(F)F)(S(=O)(=O)[N-]S(=O)(=O)C(C(F)(F)F)(C(F)(F)F)F)F)(F)F.[Na+] sodium bis((perfluoropropan-2-yl)sulfonyl)amide